COC=1C=CC(=C(C1)NC(C(=O)NC)=O)NC=1C2=C(N=C(N1)SC)CCC2 N1-(5-methoxy-2-((2-(methylthio)-6,7-dihydro-5H-cyclopenta[d]pyrimidin-4-yl)amino)phenyl)-N2-methyloxalamide